FC(C1=CC=C(C(=O)O)C=C1)(F)F 4-(trifluorometh-yl)benzoic acid